4-(Bis(2-chloroethyl)amino)-N-p-tolylbenzamide ClCCN(C1=CC=C(C(=O)NC2=CC=C(C=C2)C)C=C1)CCCl